(S)-N-(2,3-difluoro-4-(3-(2-(piperidin-3-ylamino)pyrimidin-4-yl)pyridin-2-yloxy)phenyl)-1-(pyridin-4-yl)methanesulfonamide FC1=C(C=CC(=C1F)OC1=NC=CC=C1C1=NC(=NC=C1)N[C@@H]1CNCCC1)NS(=O)(=O)CC1=CC=NC=C1